C(CC=C)C1=CC=C(C=C1)C#C 4-(3-butenyl)phenylacetylene